N.[Mn].[Fe] iron manganese ammonia